FC1C(C1)C(=O)NC=1SC2=C(N1)C=CC(=C2)C=2C=CC1=CC(N=C1C2C)=O 2-fluoro-N-(6-(7-methyl-2-oxoindol-6-yl)benzo[d]thiazol-2-yl)cyclopropane-1-carboxamide